(1R,2S)-2-(3-{[5-(difluoromethoxy)-2-methylpyrimidin-4-yl]amino}-1H-indazol-6-yl)-5'-methoxyspiro[cyclopropane-1,3'-indol]-2'(1'H)-one FC(OC=1C(=NC(=NC1)C)NC1=NNC2=CC(=CC=C12)[C@@H]1C[C@@]12C(NC1=CC=C(C=C21)OC)=O)F